C(C)(C)(C)OC(=O)N1CC=2N=C(N=C(C2CC1)OS(=O)(=O)C(F)(F)F)SC.SCCCO[Si](OC)(OC)C1=C(C=CC=C1)C 2-mercaptoethyltolyltrimethoxysilane tert-butyl-2-(methylthio)-4-(((trifluoromethyl)sulfonyl)oxy)-5,8-dihydropyrido[3,4-d]pyrimidine-7(6H)-carboxylate